ClC1=C(C=C2C(=NNC2=C1)CCCC(=O)O)C1=CC=C(C=C1)C1=C(C(=CC=C1)OC)O 4-(6-chloro-5-(2'-hydroxy-3'-methoxy-[1,1'-biphenyl]-4-yl)-1H-indazol-3-yl)-butanoic acid